4-methoxy-3-(5-(thiazol-2-yl)pyridin-3-yl)phenol COC1=C(C=C(C=C1)O)C=1C=NC=C(C1)C=1SC=CN1